N1CC(=C2OCC3(CN21)CC3)S(=O)(N)=N dihydrospiro[cyclopropane-1,6'-pyrazolo[5,1-b][1,3]oxazine]-3'-sulfonimidamide